N-(2,2-Difluoro-1-(naphthalen-1-yl)ethyl)-2-methylpropane-2-sulfinamide FC(C(C1=CC=CC2=CC=CC=C12)NS(=O)C(C)(C)C)F